N-(5-(tert-butyl)isoxazol-3-yl)-2-(3-(imidazo[1,2-b]pyridazin-6-yloxy)phenyl)acetamide tert-butyl-(R)-3-((6-chloropyridazin-3-yl)(methyl)amino)piperidine-1-carboxylate C(C)(C)(C)OC(=O)N1C[C@@H](CCC1)N(C)C=1N=NC(=CC1)Cl.C(C)(C)(C)C1=CC(=NO1)NC(CC1=CC(=CC=C1)OC=1C=CC=2N(N1)C=CN2)=O